FC1=CC=C(C(=O)OOC(C2=CC=C(C=C2)F)=O)C=C1 di(4-fluorobenzoyl) peroxide